CC=1NC(=CN1)C1=CC=C(C=C1)NC1CCN(CC1)C(=O)OCC1=CC(=CC(=C1)Cl)Cl 3,5-Dichlorobenzyl 4-((4-(2-methyl-1H-imidazol-5-yl)phenyl)amino)piperidine-1-carboxylate